3-[2-[4-(difluoromethoxy)phenyl]ethyl]-5-(hydroxymethyl)-2,3-dihydro-1,3,4-oxadiazol-2-one FC(OC1=CC=C(C=C1)CCN1C(OC(=N1)CO)=O)F